1-bromo-2-cyclopropyl-3-fluoro-5-(methoxymethoxy)benzene BrC1=C(C(=CC(=C1)OCOC)F)C1CC1